FC1=C(C=C2C(=NC=NC2=C1)O)C(F)(F)F 7-FLUORO-6-(TRIFLUOROMETHYL)QUINAZOLIN-4-OL